(2R,4S)-2-(cyanomethyl)-4-hydroxypiperidine-1-carboxylic acid tert-butyl ester C(C)(C)(C)OC(=O)N1[C@@H](C[C@H](CC1)O)CC#N